CC(=C)C1=NC=CN=C1 1-methyl-vinyl-pyrazine